Cl.C(C)(C)(C)OC(=O)N1CC2(CC1)CNCCC2 2,7-diazaspiro[4.5]decane-2-carboxylic acid tert-butyl ester hydrochloride